nickel-manganese bis(dithiolene) S1SC=CC1.S1SC=CC1.[Mn].[Ni]